2,4-Di-p-toluoyl-6-(2-hydroxy-4-pentoxyphenyl)-1,3,5-triazine C1(=CC=C(C=C1)C(=O)C1=NC(=NC(=N1)C(=O)C1=CC=C(C=C1)C)C1=C(C=C(C=C1)OCCCCC)O)C